ethyl 4-amino-8-(2-methoxy-3-pyridyl)-1-methyl-2-oxo-quinoline-3-carboxylate NC1=C(C(N(C2=C(C=CC=C12)C=1C(=NC=CC1)OC)C)=O)C(=O)OCC